ClC=1C=C(C=NC1)C1=NC(=C2N=CN(C2=N1)[C@H]1[C@@H]([C@@H]([C@H](O1)C(=O)NC([2H])([2H])[2H])O)O)NCCC=1C=NC=CC1 (2S,3S,4R,5R)-5-(2-(5-chloropyridin-3-yl)-6-((2-(pyridin-3-yl)ethyl)amino)-9H-purin-9-yl)-3,4-dihydroxyl-N-(methyl-d3)-tetrahydrofuran-2-carboxamide